C(C1=CC=CC=C1)(C1=CC=CC=C1)C1N2C(=CN3C1COCC3)C(=CC=N2)O 11-benzhydryl-4-hydroxy-7,8,10a,11-tetrahydro-10H-pyridazino[1',6':4,5]pyrazino[2,1-c][1,4]oxazine